1-methyl-3-isopropylimidazole bromide salt [Br-].CN1CN(C=C1)C(C)C